3-phenyl-6-{4-[4-(propan-2-yl)piperazin-1-yl]phenyl}-1,2-dihydroquinolin-2-one C1(=CC=CC=C1)C=1C(NC2=CC=C(C=C2C1)C1=CC=C(C=C1)N1CCN(CC1)C(C)C)=O